C1(=CCCCC1)C1C2C3C4C=CC(C3C(C1)C2)C4 9-cyclohexenyl-tetracyclo[6.2.1.13,6.02,7]dodeca-4-ene